C(C1=CC=CC=C1)OC(=O)N1CCC(CC1)CN1C[C@@H](N(CC1)C(=O)OC(C)(C)C)C tert-butyl (S)-4-((1-((benzyloxy) carbonyl) piperidin-4-yl) methyl)-2-methylpiperazine-1-carboxylate